dibutyl 1,2-cyclopentanedicarboxylate C1(C(CCC1)C(=O)OCCCC)C(=O)OCCCC